2-Amino-1-[3-chloro-4-(3-methanesulfonylpropoxy)phenyl]ethan-1-one hydrochloride Cl.NCC(=O)C1=CC(=C(C=C1)OCCCS(=O)(=O)C)Cl